7-ethyl-7-hydroxy-10,13-dihydro-11H-[1,3]dioxolo[4,5-g]pyrano[3',4':6,7]indolizino[1,2-b]quinoline-8,11(7H)-dione C(C)C1(C(OCC=2C(N3CC=4C(=NC=5C=C6C(=CC5C4)OCO6)C3=CC21)=O)=O)O